Cis-(4aS,9aR)-7-bromo-2,3,4,4a,9,9a-hexahydroindeno[2,1-b][1,4]oxazine BrC1=CC=2C[C@H]3OCCN[C@H]3C2C=C1